C(C)(C)(C)C=1C=C(C=C(C1)Cl)C=1C=C2C(=CN1)OC=C2 5-(3-(tert-butyl)-5-chlorophenyl)furo[2,3-c]pyridine